ClC=1C=C(C=CC1)NC(CC(=O)N1[C@@H](CC(C1)(F)F)C#N)=O (S)-N-(3-chlorophenyl)-3-(2-cyano-4,4-difluoropyrrolidin-1-yl)-3-oxopropanamide